Oleic acid anion C(CCCCCCC\C=C/CCCCCCCC)(=O)[O-]